3-butylheptyl 8-((3-(((Z)-(cyanoimino)(phenoxy)methyl)amino)propyl)(8-oxo-8-(pentadecan-8-yloxy)octyl)amino)octanoate C(#N)\N=C(/OC1=CC=CC=C1)\NCCCN(CCCCCCCC(=O)OCCC(CCCC)CCCC)CCCCCCCC(OC(CCCCCCC)CCCCCCC)=O